ClC1=CC2=C(CCO2)C=C1NC1=NC=C2N(C(N(C2=N1)C1C2CC(CC1CC2)O)=O)C ((6-chloro-2,3-dihydrobenzofuran-5-yl)amino)-9-(3-hydroxybicyclo[3.2.1]oct-8-yl)-7-methyl-7,9-dihydro-8H-purin-8-one